C(C)(C)C=1C(=NNC1C=1C=C(C=2N(C1)C=CN2)OC)C=2SC(=CN2)C2CCN(CC2)C(CC)CC 2-(4-isopropyl-5-(8-methoxyimidazo[1,2-a]pyridin-6-yl)-1H-pyrazol-3-yl)-5-(1-(pent-3-yl)piperidin-4-yl)thiazole